N2-(3,3-difluorocyclopentyl)-N4-(2-(1,1-difluoroethyl)pyridin-4-yl)-6-(6-(trifluoromethyl)pyridin-2-yl)-1,3,5-triazine-2,4-diamine FC1(CC(CC1)NC1=NC(=NC(=N1)NC1=CC(=NC=C1)C(C)(F)F)C1=NC(=CC=C1)C(F)(F)F)F